NC1CCN(CC1)CC1=CC=CC=2N(C(N(C21)C)=O)C2CNCCC2 3-[4-[(4-amino-1-piperidyl)methyl]-3-methyl-2-oxo-benzimidazol-1-yl]piperidine